(R)-tert-butyl (2-(5-bromo-3-(2-fluoro-6-(trifluoromethyl) benzyl)-4-methyl-2,6-dioxo-2,3-dihydropyrimidin-1(6H)-yl)-1-phenylethyl)carbamate BrC1=C(N(C(N(C1=O)C[C@@H](C1=CC=CC=C1)NC(OC(C)(C)C)=O)=O)CC1=C(C=CC=C1C(F)(F)F)F)C